O1COC2=C1C=CC(=C2)OC2=CC=CC=1C(=C(OC12)C)CN(C)CC1=CC=C(C=C1)OC 1-(7-(benzo[d][1,3]dioxol-5-yloxy)-2-methylbenzofuran-3-yl)-N-(4-methoxybenzyl)-N-methyl-methylamine